COC([C@H]1N(C[C@H](C1)CCNC(=O)OC(C)(C)C)C(=O)OCC1=CC=CC=C1)=O cis-N-benzyloxycarbonyl-4-[(tert-butoxycarbonylamino)ethyl]-proline methyl ester